NC1CCN(CC1)C(=O)O 4-aminopiperidine-1-carboxylic acid